BrC=1C=CC2=C(C(=NO2)NCCC(=O)N)C1 3-((5-Bromobenzo[d]isoxazol-3-yl)amino)propanamide